tungsten silicon-oxide [Si]=O.[W]